C[C@H]1NC(C2=C(C=3C=4C=CC(=NC4C=CC3S2)C=2C=CC(=NC2)N2CCN(CC2)C(=O)OC(C)(C)C)NC1)=O 1-Tert-butyl (R)-4-(5-(10-methyl-8-oxo-9,10,11,12-tetrahydro-8H-[1,4]diazepino[5',6':4,5]thieno[3,2-f]quinolin-3-yl)pyridin-2-yl)piperazine-1-carboxylate